tert-butyl-4-((4-(3-(2-(benzyloxy)-6-hydroxypyridin-3-yl)-1-methyl-1H-indazol-6-yl)-3,3-difluoro-3,6-dihydropyridin-1(2H)-yl)methyl)piperidine-1-carboxylate C(C)(C)(C)OC(=O)N1CCC(CC1)CN1CC(C(=CC1)C1=CC=C2C(=NN(C2=C1)C)C=1C(=NC(=CC1)O)OCC1=CC=CC=C1)(F)F